3-[5-[(3,5-dimethylpyrazol-1-yl)methyl]-2-thienyl]-5-(trifluoromethyl)-1,2,4-oxadiazole CC1=NN(C(=C1)C)CC1=CC=C(S1)C1=NOC(=N1)C(F)(F)F